benzamide oxalate salt C(C(=O)O)(=O)O.C(C1=CC=CC=C1)(=O)N